5-(2,2-difluoroethoxy)-2-(2,2-difluoroethyl)pyrazole-3-carboxylic acid FC(COC=1C=C(N(N1)CC(F)F)C(=O)O)F